C1(=CC=C(C=C1)N(C=1C=C(C(=CC1)C1=CC=CC=C1)C1=CC=C(C=C1)C1=CC=CC=C1)C1=CC=C(C=C1)C=1C2=CC=CC=C2C=2C=CC=CC2C1)C1=CC=CC=C1 biphenyl-4-yl-(4-phenanthrene-9-yl-phenyl)-[1,1':2',1'':4'',1''']quaterphenyl-4'-yl-amine